C(C)(C)NC(O[C@H]1C[C@H](CC1)C=1NN=C(C1)NC(=O)[C@H]1[C@@H](C1)C1=C(C(=CC(=C1)OC)OCC1=CC=CC=C1)C1OCCO1)=O (1R,3S)-3-{5-[trans-2-[3-(benzyloxy)-2-(1,3-dioxolan-2-yl)-5-methoxyphenyl]cyclopropane-amido]-2H-pyrazol-3-yl}cyclopentyl N-isopropylcarbamate